N-hydroxypropanamide formate C(=O)O.ONC(CC)=O